2-amino-4-[(3R)-oxolan-3-yloxy]-1,3-benzothiazole-6-carboxylic acid methyl ester COC(=O)C1=CC2=C(N=C(S2)N)C(=C1)O[C@H]1COCC1